N-(6-chloroimidazo[1,2-b]pyridazin-2-yl)-2,2-dimethyltetrahydro-2H-pyran-4-carboxamide ClC=1C=CC=2N(N1)C=C(N2)NC(=O)C2CC(OCC2)(C)C